COC(=O)N1CC(C1)C1=NC(=NO1)C1=C(C(=C(C(=C1)F)C)NC(=O)C1=CN=C2N1C=CC(=C2)OC)F 3-(3-(2,5-difluoro-3-(7-methoxyimidazo[1,2-a]pyridine-3-carboxamido)-4-methylphenyl)-1,2,4-oxadiazol-5-yl)azetidine-1-carboxylic acid methyl ester